BrC=1C=C(C(N(C1C)C1=CC=CC=C1)=O)C(=O)O 5-Bromo-6-methyl-2-oxo-1-phenyl-1,2-dihydropyridine-3-carboxylic acid